BrC=1C=C2C(=NC1)C=CN2C(=O)NC2CCOCC2 6-bromo-N-tetrahydropyran-4-yl-pyrrolo[3,2-b]pyridine-1-carboxamide